(2R)-1-benzyl-2-methylpiperidin C(C1=CC=CC=C1)N1[C@@H](CCCC1)C